ClC1=C(C(=C(C=N1)N1C([C@@H]2C[C@@H]2C1)=O)C)F (1R,5S)-3-(6-Chloro-5-fluoro-4-methylpyridin-3-yl)-3-azabicyclo[3.1.0]hexan-2-one